Tert-butyl N-methyl-N-[1-[3-methyl-1-(1-methyl-2,6-dioxo-3-piperidyl)-2-oxo-benzimidazol-4-yl]-4-piperidyl]carbamate CN(C(OC(C)(C)C)=O)C1CCN(CC1)C1=CC=CC=2N(C(N(C21)C)=O)C2C(N(C(CC2)=O)C)=O